1-Methyl-2-(6-trifluoromethoxy-benzothiazol-2-ylamino)-1H-benzoimidazole-5-carboxylic acid (2-acetylamino-ethyl)-amide C(C)(=O)NCCNC(=O)C1=CC2=C(N(C(=N2)NC=2SC3=C(N2)C=CC(=C3)OC(F)(F)F)C)C=C1